2,3,5,6-tetrafluorophenyl 28-(2-amino-3-pentylquinolin-5-yl)-22-oxo-4,7,10,13,16,19-hexaoxa-23-azaoctacosanoate trifluoroacetic acid salt FC(C(=O)O)(F)F.NC1=NC2=CC=CC(=C2C=C1CCCCC)CCCCCNC(CCOCCOCCOCCOCCOCCOCCC(=O)OC1=C(C(=CC(=C1F)F)F)F)=O